F[C@@H]1CN(CC1)C(=O)[C@@H]1CCCC=2N1C(N(N2)CC2=NC(=CC=C2)C(F)(F)F)=O (5S)-5-{[(3S)-3-Fluoropyrrolidin-1-yl]carbonyl}-2-{[6-(trifluoromethyl)pyridin-2-yl]methyl}-5,6,7,8-tetrahydro[1,2,4]triazolo[4,3-a]pyridin-3(2H)-one